[Sn].C(CCC)C1=CC=CC=C1 butylbenzene tin